C(C1=CC=CC=C1)OC(=O)NCC(=O)NCC(=O)N[C@@H](CC1=CC=CC=C1)C(=O)NCC(=O)OC(C)(C)C tert-Butyl N-[(benzyloxy)carbonyl]glycylglycyl-L-phenylalanylglycinate